N[C@@H](CC(C)C)CC(=O)O L-beta-homoleucine